sodium 3-(3-(tert-butylsulfanyl)-1-(4-(6-ethoxypyridin-3-yl) benzyl)-5-((5-methylpyridin-2-yl) methoxy)-1H-indol-2-yl)-2,2-dimethylpropionate C(C)(C)(C)SC1=C(N(C2=CC=C(C=C12)OCC1=NC=C(C=C1)C)CC1=CC=C(C=C1)C=1C=NC(=CC1)OCC)CC(C(=O)[O-])(C)C.[Na+]